NCC1(CCC1)N(C(OC(C)(C)C)=O)C tertbutyl (1-(aminomethyl)cyclobutyl)(methyl)carbamate